CC=1C=C(C=CC1C)C1=CC(=CC=C1)C(=O)N1CC(CCC1)C=1C=C(OC(C(=O)O)(C)C)C=CC1 2-(3-(1-(3',4'-dimethyl-[1,1'-biphenyl]-3-carbonyl)piperidin-3-yl)phenoxy)-2-methylpropanoic acid